FC=1C=C(C=C(C1)F)C=1N(N=C2[C@@H](N(CCC21)C(=O)C2=CC(=CC=C2)OCC[18F])C)C (S)-[3-(3,5-difluorophenyl)-2,7-dimethyl-5,7-dihydro-4H-pyrazolo[3,4-c]pyridin-6-yl]-[3-(2-[18F]fluoroethoxy)phenyl]methanone